3-((6-(triphenylphosphonio)hexyl)carbamoyl)pyridin-1-ium C1(=CC=CC=C1)[P+](CCCCCCNC(=O)C=1C=[NH+]C=CC1)(C1=CC=CC=C1)C1=CC=CC=C1